2-(4-(methylcarbamoyl)phenyl)benzo[d]imidazo[2,1-b]thiazole-7-carboxamide CNC(=O)C1=CC=C(C=C1)C=1N=C2SC3=C(N2C1)C=CC(=C3)C(=O)N